4-(6-aminopyridin-3-yl)-2,2-dimethylpiperazine-1-carboxylic acid tert-butyl ester C(C)(C)(C)OC(=O)N1C(CN(CC1)C=1C=NC(=CC1)N)(C)C